2-chloro-1-methyl-6-carbonyl-1,6-dihydropyridine-3-carboxylic acid methyl ester COC(=O)C1=C(N(C(C=C1)=C=O)C)Cl